C1=CC=C(C=2SC3=C(C21)C=CC=C3)C=O dibenzo[b,d]thiophene-4-carbaldehyde